ClC1=C(C=C(OCC(=O)NC23CC(C2)(C3)C=3OC(=NN3)[C@@H]3OC2=C([C@@H](C3)O)C=C(C=C2)Cl)C=C1)F 2-(4-chloro-3-fluorophenoxy)-N-(3-{5-[(2R,4R)-6-chloro-4-hydroxy-3,4-dihydro-2H-1-benzopyran-2-yl]-1,3,4-oxadiazol-2-yl}bicyclo[1.1.1]pent-1-yl)acetamide